(7-methoxy-4-((2-morpholinopyridin-4-yl)amino)quinazolin-6-yl)glutaramide titanium manganese sodium [Na].[Mn].[Ti].COC1=C(C=C2C(=NC=NC2=C1)NC1=CC(=NC=C1)N1CCOCC1)C(C(=O)N)CCC(=O)N